Ethoxy-phenylacrylat C(C)OC=C(C(=O)[O-])C1=CC=CC=C1